N[C@H](C(=O)OC)C1CCCCC1 methyl (S)-2-amino-2-cyclohexylacetate